CCCCCCCCCCCCCCCCCC(=O)OC[C@H](COP(=O)(O)OC[C@@H](C(=O)O)N)O The molecule is a 1-acyl-sn-glycerophosphoserine in which the acyl group is specified as stearoyl (octadecanoyl). It derives from an octadecanoic acid. It is a conjugate acid of a 1-stearoyl-sn-glycero-3-phosphoserine(1-).